[N+](=O)([O-])C=1C=C(C=CC1)N1C(C(CC1)C(=O)OC)=O methyl 1-(3-nitrophenyl)-2-oxopyrrolidine-3-carboxylate